7-(5-chloropent-1-yn-1-yl)-5-(4,4,5,5-tetramethyl-1,3,2-dioxaborolan-2-yl)-1H-indazol-3-amine ClCCCC#CC=1C=C(C=C2C(=NNC12)N)B1OC(C(O1)(C)C)(C)C